FC1=CC=C(C(=O)N2[C@@H](C=3N(CC2)C(=NC3CC(C)=O)C3=NC(=NS3)C)C)C=C1 (R)-1-(7-(4-fluorobenzoyl)-8-methyl-3-(3-methyl-1,2,4-thiadiazol-5-yl)-5,6,7,8-tetrahydroimidazo[1,5-a]pyrazin-1-yl)propan-2-one